The molecule is an ergostanoid that is (22E)-ergosta-7,22-diene substituted by beta-hydroxy groups at positions 3 and 6. It has been isolated from Aspergillus ochraceus. It has a role as an Aspergillus metabolite. It is a 3beta-hydroxy steroid, a 5beta-hydroxy steroid and an ergostanoid. C[C@H](/C=C/[C@H](C)C(C)C)[C@H]1CC[C@@H]2[C@@]1(CC[C@H]3C2=C[C@H](C4[C@@]3(CC[C@@H](C4)O)C)O)C